C(OC[C@H]1O[C@@]([C@@H]([C@@H]1O)O)(C#N)C1=CC=C2C(=NC=NN21)N)(OC)=O ((2R,3S,4R,5R)-5-(4-aminopyrrolo[2,1-f][1,2,4]triazin-7-yl)-5-cyano-3,4-dihydroxytetrahydrofuran-2-yl)methyl methyl carbonate